C(CCCCCCCCCCC)OC1=C(C(=C(C=C1)S(=O)(=O)C=1C=NC2=CC=C(C=C2C1N1CCC(CC1)N1CCC(CC1)N1CCN(CC1)CC)[S@](=O)C)F)F (R)-3-((4-(dodecyloxy)-2,3-difluorophenyl)sulfonyl)-4-(4-(4-ethylpiperazin-1-yl)-[1,4'-bipiperidin]-1'-yl)-6-(methylsulfinyl)quinoline